ClC1=C(C=C(C=C1)Cl)C1=NC(=NC=C1)C(=O)NC1=C(C(=CC=C1C)C(NC)=O)C 4-(2,5-dichlorophenyl)-N-(2,6-dimethyl-3-(methylcarbamoyl)phenyl)pyrimidine-2-carboxamide